1-((trans)-4-((7-(2-((2,3-dimethylphenyl)amino)benzoyl)-7H-pyrrolo[2,3-d]pyrimidine-4-yl)(methyl)amino)cyclohexyl)-N-methylmethanesulfonamide CC1=C(C=CC=C1C)NC1=C(C(=O)N2C=CC3=C2N=CN=C3N([C@@H]3CC[C@H](CC3)CS(=O)(=O)NC)C)C=CC=C1